Cl.N[C@H](C(O)C=1SC=CN1)CCC1=CC=C(C=C1)F (2S)-2-amino-4-(4-fluorophenyl)-1-thiazol-2-yl-butan-1-ol HCl salt